ClC=1C=2C(=CNC2C2=C(C1)CN(S(N2)(=O)=O)CC2=C(C=CC=C2)Cl)Cl 6,7-dichloro-3-(2-chlorobenzyl)-1,3,4,9-tetrahydro-[1,2,6]thiadiazino[4,3-g]indole 2,2-dioxide